tris(diethylamino)spiro[fluorene-9,3'-phthalide] C(C)N(CC)C1=C(C(=C2C3(OC(=O)C2=C1)C1=CC=CC=C1C=1C=CC=CC13)N(CC)CC)N(CC)CC